N-(4-((4-methylpiperazin-1-yl)methyl)-3-(trifluoromethyl)phenyl)-1-((3-morpholino-1H-pyrazolo[3,4-b]pyridin-5-yl)methyl)indoline-6-carboxamide CN1CCN(CC1)CC1=C(C=C(C=C1)NC(=O)C1=CC=C2CCN(C2=C1)CC=1C=C2C(=NC1)NN=C2N2CCOCC2)C(F)(F)F